N-((1r,4r)-4-hydroxy-4-methylcyclohexyl)-3-methylbenzenesulfonamide OC1(CCC(CC1)NS(=O)(=O)C1=CC(=CC=C1)C)C